FC1(CN(C1)[C@H](C=1C=C(C=CC1)N1CC2=CC(=CC(=C2C1)C(F)(F)F)CNC1(CCC1)C)C1=NN=CN1C)F (R)-2-(3-((3,3-difluoroazetidin-1-yl)(4-methyl-4H-1,2,4-triazol-3-yl)methyl)phenyl)-6-(((1-methylcyclobutyl)amino)methyl)-4-(trifluoromethyl)isoindolin